N-(4,4-difluorocyclohexyl)-2-(methylsulfonyl)-6-(oxetan-3-yloxy)pyrimidin-4-amine FC1(CCC(CC1)NC1=NC(=NC(=C1)OC1COC1)S(=O)(=O)C)F